[Cl-].C(CCCCCC)[NH+]1CC(CC1)CCCC 1-Heptyl-3-butylpyrrolidinium chlorid